1,2-dipropylpyridinium fluoride salt [F-].C(CC)[N+]1=C(C=CC=C1)CCC